1-(2,2-difluoroethyl)-5-(trifluoromethyl)-1H-pyrazole-3-amine FC(CN1N=C(C=C1C(F)(F)F)N)F